BrC1(C2=CNNC2=CC=C1C1(CC1)C)Cl 4-bromo-4-chloro-5-(1-methylcyclopropyl)-1H-indazole